OC=1C=C(C=CC1C(C=CC1=CC=C(C=C1)C)=O)NC(C)=O N-[3-Hydroxy-4-[3-(4-methylphenyl)prop-2-enoyl]phenyl]acetamide